FC=1C=C2C=C(NC2=CC1)C=1C=NC(=NC1)N1CCOCC1 4-(5-(5-Fluoro-1H-indol-2-yl)pyrimidin-2-yl)morpholine